[Co].[Fe].[Zn] zinc-iron-cobalt